N-(4-(pyridin-2-yl)pyridine-2-yl)amide N1=C(C=CC=C1)C1=CC(=NC=C1)[NH-]